N-(4-(aminomethyl)piperidin-1-yl)-6-chloroquinoline-2-carboxamide 2,2,2-trifluoroacetate salt FC(C(=O)O)(F)F.NCC1CCN(CC1)NC(=O)C1=NC2=CC=C(C=C2C=C1)Cl